7-(diethylamino)-3-(4-dodecyloxyphenyl)coumarin (3-(difluoromethyl)cyclobutyl)methyl-methanesulfonate FC(C1CC(C1)CCS(=O)(=O)O)F.C(C)N(C1=CC=C2C=C(C(OC2=C1)=O)C1=CC=C(C=C1)OCCCCCCCCCCCC)CC